(1R,3S)-3-{3-[(1,3-benzo-thiazol-7-ylacetyl)amino]-1H-pyrazol-5-yl}cyclopentyl ethylcarbamate C(C)NC(O[C@H]1C[C@H](CC1)C1=CC(=NN1)NC(CC1=CC=CC=2N=CSC21)=O)=O